COC(=O)C=1C=C(C=C(C1)C(=O)OC)S(=O)(=O)[O-].[NH+]1=C2N(CCC1)CCCN2 3,4,6,7,8,9-hexahydro-2H-pyrimido[1,2-a]pyrimidine-1-ium 3,5-bis(methoxycarbonyl)benzenesulfonate